CC(C)(C)[O-].CC(C)(C)[O-].CC(C)(C)[O-].[Li+].[Li+].[Li+] lithium tri-tertbutoxide